5-bromo-3-methoxy-pyrazin-2-amine BrC=1N=C(C(=NC1)N)OC